3,7-diketocholanic acid methyl ester COC(CC[C@@H](C)[C@H]1CC[C@H]2[C@@H]3C(CC4CC(CC[C@]4(C)[C@H]3CC[C@]12C)=O)=O)=O